tert-butyl 4-((3-amino-4,6-dibromo-2-(methylamino)phenoxy)methyl)-3,6-dihydropyridine-1(2H)-carboxylate NC=1C(=C(OCC=2CCN(CC2)C(=O)OC(C)(C)C)C(=CC1Br)Br)NC